acetamido-N-(4-nitrophenyl)benzamide C(C)(=O)NC1=C(C(=O)NC2=CC=C(C=C2)[N+](=O)[O-])C=CC=C1